1-methylpyrido[3,2-d]pyrimidine-2(1H)-one CN1C(N=CC2=C1C=CC=N2)=O